1-[(2R,5R)-4-hydroxyl-3-methoxy-5-[[[(10Z,13Z)-1-[(9Z,12Z)-octadeca-9,12-dienyl]nonadeca-10,13-dienylidene]amino]oxymethyl]tetrahydrofuran-2-yl]pyrimidine-2,4-dione OC1C([C@@H](O[C@@H]1CON=C(CCCCCCCC\C=C/C\C=C/CCCCC)CCCCCCCC\C=C/C\C=C/CCCCC)N1C(NC(C=C1)=O)=O)OC